[(1-(2-indenyl)-1-cyclopentadienyl)methyl]zirconium dichloride [Cl-].[Cl-].C1C(=CC2=CC=CC=C12)C1(C=CC=C1)C[Zr+2]